CC1(CC(C1)N1N=C2C[C@H](C3=C(C2=C1)ON=C3[C@](C(F)(F)F)(C)O)C)C#N (1R,3r)-1-methyl-3-((R)-4-methyl-3-((S)-1,1,1-trifluoro-2-hydroxypropan-2-yl)-4,5-dihydro-7H-isoxazolo[5,4-e]indazol-7-yl)cyclobutane-1-carbonitrile